C[C@@H]1N(C[C@H](N(C1)[C@@H](C)C=1C=C2N=CC=NC2=CC1)C)C=1N(N=C2C1N(C(N=C2)=O)C)C2OCCCC2 ((2S,5R)-2,5-dimethyl-4-((S)-1-(quinoxalin-6-yl)ethyl)piperazin-1-yl)-4-methyl-2-(tetrahydro-2H-pyran-2-yl)-2,4-dihydro-5H-pyrazolo[4,3-d]pyrimidin-5-one